2-(3-aminobicyclo[1.1.1]pentan-1-yl)-N-(4-chlorophenyl)propanamide hydrochloride Cl.NC12CC(C1)(C2)C(C(=O)NC2=CC=C(C=C2)Cl)C